(+/-)-(1R,2R)-N-[(3-{4-[(1-methylpiperidin-4-yl)amino]-1-(2,2,2-trifluoroethyl)-1H-indol-2-yl}-1,2,4-oxadiazol-5-yl)methyl]-2-phenylcyclopropane-1-carboxamide CN1CCC(CC1)NC1=C2C=C(N(C2=CC=C1)CC(F)(F)F)C1=NOC(=N1)CNC(=O)[C@H]1[C@@H](C1)C1=CC=CC=C1 |r|